C(C1=CC=CC=C1)OC(=O)N[C@H](C(=O)O)CC(N1CC2(C1)CC(C2)CCC2=NC=1NCCCC1C=C2)=O (S)-2-(((benzyloxy)carbonyl)amino)-4-oxo-4-(6-(2-(5,6,7,8-tetrahydro-1,8-naphthyridin-2-yl)ethyl)-2-azaspiro[3.3]hept-2-yl)butanoic acid